glycerol tris(caprate) C(=O)(CCCCCCCCC)OCC(OC(=O)CCCCCCCCC)COC(=O)CCCCCCCCC